2'-(1H-tetrazol-5-yl)-[1,1'-biphenyl]-4-formaldehyde N1N=NN=C1C1=C(C=CC=C1)C1=CC=C(C=C1)C=O